N(=[N+]=[N-])CC=1C=C2C=CC3=C(NC(CC(N3C=3C=C(C#N)C=CC3)=O)=O)C2=CC1 3-(9-(Azidomethyl)-2,4-dioxo-1,2,3,4-tetrahydro-5H-naphtho[1,2-b][1,4]diazepin-5-yl)benzonitrile